3,4,6-triacetylglucose C(C)(=O)[C@]([C@H](C=O)O)(O)[C@](O)([C@H](O)C(O)C(C)=O)C(C)=O